COC1=NC=C(C=C1C=1C(=C(C=CC1F)S(=O)(=O)N)F)C=1C=C2C(=NC=NC2=C(C1)OC1CCN(CC1)C)C (2-methoxy-5-(4-methyl-8-((1-methylpiperidin-4-yl)oxy)quinazolin-6-yl)pyridin-3-yl)-2,4-difluorobenzenesulfonamide